(1R,2S)-N-(4-((3-((difluoromethyl)sulfonyl)pyridin-2-yl)amino)-5-propionylpyridin-2-yl)-2-fluorocyclopropane-1-carboxamide FC(S(=O)(=O)C=1C(=NC=CC1)NC1=CC(=NC=C1C(CC)=O)NC(=O)[C@@H]1[C@H](C1)F)F